ethyl 8-(benzyloxy)-7-fluoro-4,5-dihydroimidazo[1,5-a]quinoline-3-carboxylate C(C1=CC=CC=C1)OC1=C(C=C2CCC=3N(C2=C1)C=NC3C(=O)OCC)F